F[B-](F)(F)F.C(C)[N+](CCOC)(C)CC diethyl-methyl-(2-methoxyethyl)ammonium tetrafluoroborate